CC1=C(C=CC(=C1)C(F)(F)F)C=1N(C(=CC1C(=O)O)C1=C2C(=NC=C1)NC=C2)COCC[Si](C)(C)C 2-[2-methyl-4-(trifluoromethyl)phenyl]-5-(1H-pyrrolo[2,3-b]pyridin-4-yl)-1-{[2-(trimethylsilyl)ethoxy]methyl}-1H-pyrrole-3-carboxylic acid